N-(5-(6-chlorobenzo[d][1,3]dioxol-5-yl)-1-(2-methoxyethyl)-1H-pyrazolo[3,4-b]pyridin-3-yl)-2-methylfuran-3-carboxamide ClC=1C(=CC2=C(OCO2)C1)C=1C=C2C(=NC1)N(N=C2NC(=O)C2=C(OC=C2)C)CCOC